(E)-3-(4-((E)-2-(2-cyano-4-fluorophenyl)-1-(1H-indazol-5-yl)but-1-en-1-yl)phenyl)acrylic acid C(#N)C1=C(C=CC(=C1)F)/C(=C(/C=1C=C2C=NNC2=CC1)\C1=CC=C(C=C1)/C=C/C(=O)O)/CC